cis,cis-dimethyl muconate C(\C=C/C=C\C(=O)OC)(=O)OC